1-dibenzofuranamine C1(=CC=CC=2OC3=C(C21)C=CC=C3)N